OC1=C(C=C(CN2C(N(C(N(C2=O)CC2=CC(=C(C(=C2)C(C)(C)C)O)C(C)(C)C)=O)CC2=CC(=C(C(=C2)C(C)(C)C)O)C(C)(C)C)=O)C=C1C(C)(C)C)C(C)(C)C 1,3,5-tris[4-hydroxy-3,5-bis(2-methyl-2-propanyl)benzyl]-1,3,5-triazinane-2,4,6-trione